3-(1-benzyl-1H-pyrazol-4-yl)-6-(7,8-dimethyl-3-(trifluoromethyl)-[1,2,4]triazolo[4,3-b]pyridazin-6-yl)-5,6,7,8-tetrahydro-1,6-naphthyridine C(C1=CC=CC=C1)N1N=CC(=C1)C=1C=NC=2CCN(CC2C1)C=1C(=C(C=2N(N1)C(=NN2)C(F)(F)F)C)C